ClC1=CC(=CC(=N1)N(C)C)C1=C(C=CC=C1)C1=NN=CN1C 6-chloro-N,N-dimethyl-4-(2-(4-methyl-4H-1,2,4-triazol-3-yl)phenyl)pyridin-2-amine